COC1=CC=C(C=C1)C1=NNC(=C1)C(=O)N 3-p-methoxyphenyl-1H-pyrazole-5-carboxamide